5-(1-(4-dimethylaminophenyloxy)ethyl)-6-methylindolizine-7-carboxylic acid CN(C1=CC=C(C=C1)OC(C)C=1N2C=CC=C2C=C(C1C)C(=O)O)C